2-(4-(2-hydroxyethoxy)-3,5-dimethylphenyl)-6,7-dimethoxyquinazolin-4(3H)-one OCCOC1=C(C=C(C=C1C)C1=NC2=CC(=C(C=C2C(N1)=O)OC)OC)C